2-[[1-(7-fluoroquinazolin-4-yl)piperidin-4-yl]methyl]-6-pyrazol-1-yl-pyridazin-3-one FC1=CC=C2C(=NC=NC2=C1)N1CCC(CC1)CN1N=C(C=CC1=O)N1N=CC=C1